4,6-dimorpholino-N-(4-nitrophenyl)-1,3,5-triazin-2-amine O1CCN(CC1)C1=NC(=NC(=N1)N1CCOCC1)NC1=CC=C(C=C1)[N+](=O)[O-]